C(C)OC([C@H](C1=CC=CC=C1)C1=COC2=CC(=CC=C2C1=O)C)=O (R)-2-(7-methyl-4-oxo-4H-chromen-3-yl)-2-phenylacetic acid ethyl ester